C(C)(C)(C)OC(NC1(CC1)C1=CC(=C(C=C1)OC)N)=O tert-butyl[1-(3-amino-4-methoxyphenyl)cyclopropyl]carbamate